FC1(CC(CN(C1)C)NC(=O)C1=C(OC2=C1C=C(C=C2)OCC2=C(N=CS2)C)C)F N-(5,5-difluoro-1-methylpiperidin-3-yl)-2-methyl-5-((4-methylthiazol-5-yl)methoxy)benzofuran-3-carboxamide